tert-butyl 4-(2-(3-methyl-1-(1-methyl-2,6-dioxopiperidin-3-yl)-2-oxo-2,3-dihydro-1H-benzo[d]imidazol-5-yl)ethyl)piperidine-1-carboxylate CN1C(N(C2=C1C=C(C=C2)CCC2CCN(CC2)C(=O)OC(C)(C)C)C2C(N(C(CC2)=O)C)=O)=O